(R)-(3-Aminopiperidin-1-yl)(2-(1-(cyclopropylmethyl)-1H-indol-2-yl)-3,5-dimethylimidazo[1,2-a]pyridin-7-yl)methanone N[C@H]1CN(CCC1)C(=O)C1=CC=2N(C(=C1)C)C(=C(N2)C=2N(C1=CC=CC=C1C2)CC2CC2)C